C1(CCCC1)[C@@H](C(=O)N(C)[C@@H](CC(=O)OC(C)(C)C)C(=O)N(C)C)N(C(=O)C1(CCC1)NC)C tert-Butyl (S)-3-((S)-2-cyclopentyl-N-methyl-2-(N-methyl-1-(methylamino)cyclobutane-1-carboxamido)acetamido)-4-(dimethylamino)-4-oxo-butanoate